ClC1=C2C(=CC(=C1)Cl)NC1=C2CC(NC2=C1C=CC=C2)=O 8,10-dichloro-7,12-dihydro-indolo[3,2-d][1]benzazepin-6(5H)-one